O=S1(NC2N(C3=C1C=C(C=C3)OC=3C=C(C=CC3)P(OCC)(O)=O)CCC2)=O ethyl hydrogen 3-[(5,5-dioxido-2,3,3a,4-tetrahydro-1H-pyrrolo[2,1-c][1,2,4]benzothiadiazin-7-yl)oxy]phenylphosphonate